Zinc hydrofluoric acid F.[Zn]